C(CCC)OC1=CC(=C(C=C1)C(\C=C\C1=CC=C(C=C1)OCCCC)=O)O (E)-1-(4-Butoxy-2-hydroxyphenyl)-3-(4-butoxyphenyl)prop-2-en-1-one